3-(1,4-dimethyl-1H-benzo[d](1,2,3)triazol-5-yl)-3-(3-(((R)-2-ethyl-7-fluoro-2,3-dihydronaphtho[2,1-f][1,4]oxazepin-4(5H)-yl)methyl)-4-methylphenyl)-2,2-dimethylpropanoic Acid CN1N=NC2=C1C=CC(=C2C)C(C(C(=O)O)(C)C)C2=CC(=C(C=C2)C)CN2C[C@H](OC1=C(C2)C=C(C2=CC=CC=C21)F)CC